[Si](C1=CC=CC=C1)(C1=CC=CC=C1)(C(C)(C)C)OC1=C(C(=CC=C1)F)C=1C=C2C(=NN=C(C2=CC1Cl)Cl)Cl 6-(2-((tert-butyldiphenylsilyl)oxy)-6-fluorophenyl)-1,4,7-trichlorophthalazine